(2S,4S)-4-[(pyridin-4-yl)oxy]pyrrolidine-2-carboxylic acid dihydrochloride Cl.Cl.N1=CC=C(C=C1)O[C@H]1C[C@H](NC1)C(=O)O